FC1(CN(CC1)C1=NC=CC(=C1NC(=O)C=1C=NC(=NC1)C(C)C)C1=NC=CC=C1F)F N-[2-(3,3-difluoropyrrolidin-1-yl)-4-(3-fluoro-2-pyridyl)-3-pyridyl]-2-isopropyl-pyrimidine-5-carboxamide